({4-[4-(Hydroxymethyl)-1,3-thiazol-5-yl]phenyl}methyl)carbamic acid tert-butyl ester C(C)(C)(C)OC(NCC1=CC=C(C=C1)C1=C(N=CS1)CO)=O